Benzyl (2R,4S)-2-(tert-butyl)-4-((4,4-difluorocyclohexyl)methyl)-5-oxooxazolidine-3-carboxylate C(C)(C)(C)[C@H]1OC([C@@H](N1C(=O)OCC1=CC=CC=C1)CC1CCC(CC1)(F)F)=O